[Si]=[V]=[Si] vanadium disilicide